ClC1=CC2=C(N(C=N2)CCC[C@H]2NCCC[C@@H]2O)C=C1 (2R,3S)-2-(3-(5-chloro-1H-benzo[d]imidazol-1-yl)propyl)piperidin-3-ol